1-cyclobutyl-N-((2-((4-(5-iodopyridin-3-yl)-1H-1,2,3-triazole-1-yl)methyl)imidazo[1,2-a]pyridin-6-yl)methyl)methylamine C1(CCC1)CNCC=1C=CC=2N(C1)C=C(N2)CN2N=NC(=C2)C=2C=NC=C(C2)I